ClC=1C=CC(=C(C1)C1=NNC=C1C=1N=C2C=C(C=NC2=CC1)C=1C=NN(C1)CCNCC(=O)OCC)F ethyl 2-[2-[4-[6-[3-(5-chloro-2-fluoro-phenyl)-1H-pyrazol-4-yl]-1,5-naphthyridin-3-yl]pyrazol-1-yl]ethylamino]acetate